1-benzyl-6-buten-1-yl-4-(3,5-difluorophenyl)pyridin C(C1=CC=CC=C1)N1CC=C(C=C1C=CCC)C1=CC(=CC(=C1)F)F